2-(2-(aminooxy)acetamido)acrylamide NOCC(=O)NC(C(=O)N)=C